m-toluenebenzyl alcohol CC1=CC(=CC=C1)C1=CC=CC=C1CO